Benzyl ((S)-6-amino-6-oxo-5-((S)-2-((2S,4R)-1-(palmitoyl-L-alanyl)-4-(pyridin-4-yloxy) pyrrolidine-2-carboxamido) propanamido) hexyl)carbamate NC([C@H](CCCCNC(OCC1=CC=CC=C1)=O)NC([C@H](C)NC(=O)[C@H]1N(C[C@@H](C1)OC1=CC=NC=C1)C([C@@H](NC(CCCCCCCCCCCCCCC)=O)C)=O)=O)=O